2-methylthio-10-(2-phenylindol-3-yl)-10H-phenothiazine CSC1=CC=2N(C3=CC=CC=C3SC2C=C1)C1=C(NC2=CC=CC=C12)C1=CC=CC=C1